NC1=CC(=C(C(=C1C(C)=O)F)C1=NN(C=C1)C1OCCCC1)F 1-(6-amino-2,4-difluoro-3-(1-(tetrahydro-2H-pyran-2-yl)-1H-pyrazol-3-yl)phenyl)ethan-1-one